N-[(4S)-3,4-dihydro-2H-1-benzopyran-4-yl]-7-methoxy-4-(morpholin-4-yl)-8-(2,3,5-trifluorophenyl)-1,5-naphthyridine-3-carboxamide O1CC[C@@H](C2=C1C=CC=C2)NC(=O)C=2C=NC1=C(C(=CN=C1C2N2CCOCC2)OC)C2=C(C(=CC(=C2)F)F)F